C(C)(C)(C)C1=CC=C(C=C)C=C1 para-t-butylstyrene